OC(C)(C)C=1C=C(C=C(C1)C(C)(C)O)C1=CC(=CC=C1)C(C)(C)O 3,3',5-tris(α-hydroxyisopropyl)biphenyl